BrC=1C=CC(=C(C1)S(=O)(=O)NC=1C=NC=2CCN(CC2C1)C(=O)NCC(F)F)OC 3-((5-bromo-2-methoxyphenyl)sulfonamido)-N-(2,2-difluoroethyl)-7,8-dihydro-1,6-naphthyridine-6(5H)-carboxamide